(R)-2-((S)-2-(3-((3-aminopropyl)amino)phenyl)-2-(isoindolin-2-yl)acetamido)-N-(4-hydroxybenzyl)-5-((Z)-2-((2-propionamidoethyl)carbamoyl)guanidino)pentanamide 2,2,2-trifluoroacetate FC(C(=O)O)(F)F.NCCCNC=1C=C(C=CC1)[C@@H](C(=O)N[C@@H](C(=O)NCC1=CC=C(C=C1)O)CCCN\C(=N/C(NCCNC(CC)=O)=O)\N)N1CC2=CC=CC=C2C1